propanoic acid, 2-phenylethyl ester C(CC)(=O)OCCC1=CC=CC=C1